2-Ethylbutyl L-alaninate N[C@@H](C)C(=O)OCC(CC)CC